3-amino-7-(2-fluoro-6-methyl-phenyl)-N-(4-piperidyl)isoquinoline-4-carboxamide NC=1N=CC2=CC(=CC=C2C1C(=O)NC1CCNCC1)C1=C(C=CC=C1C)F